2-(2-(2-azidoethoxy)ethoxy)ethyl-(R)-7-(3-((tert-butoxycarbonyl)amino)-4-(2,4,5-trifluorophenyl)butanoyl)-3-(trifluoromethyl)-5,6,7,8-tetrahydroimidazo[1,5-a]pyrazine N(=[N+]=[N-])CCOCCOCCC=1N=C(N2C1CN(CC2)C(C[C@@H](CC2=C(C=C(C(=C2)F)F)F)NC(=O)OC(C)(C)C)=O)C(F)(F)F